ClC1=NC(=C2N(C(N(C2=N1)C1CCN(CC1)C(=O)OC(C)(C)C)=O)C=1C=CC(=NC1)C(=O)O)C 5-[2-chloro-6-methyl-9-(1-{[(2-methyl-2-propanyl)oxy]carbonyl}-4-piperidinyl)-8-oxo-8,9-dihydro-7H-purine-7-yl]-2-pyridinecarboxylic acid